6-methoxy-5-(6-(trifluoromethyl)picolinamido)-2H-indazole COC=1C(=CC2=CNN=C2C1)NC(C1=NC(=CC=C1)C(F)(F)F)=O